2-methyl-1-vinylimidazole CC=1N(C=CN1)C=C